C(C1=CC=CC=C1)(C1=CC=CC=C1)N1CCC2(CCN(CC2)CC=2C=C3CN(C(C3=C(C2)F)=O)C2C(NC(CC2)=O)=O)CC1 3-(5-((9-benzhydryl-3,9-diazaspiro[5.5]undec-3-yl)methyl)-7-fluoro-1-oxoisoindolin-2-yl)piperidine-2,6-dione